CC1=CC(OC=C1)CC(C)C 4-methyl-2-(2-methylpropyl)2H-pyran